C(C)OC(=O)C=1OC2=C(C1C)C(=C(C=C2)S(N(CC)C2=C(C=CC(=C2)N2CCCCC2)CN(CC=2OC=CC2)C(C2=C(C=CC=C2)Cl)=O)(=O)=O)CC Ethyl-5-(N-(2-((2-chloro-N-(furan-2-ylmethyl)benzoylamino)methyl)-5-(piperidin-1-yl)phenyl)-N-Ethylsulfamoyl)-3-methylbenzofuran-2-carboxylic acid ethyl ester